{2-Amino-4-[(4-fluoro-3-trifluoromethylphenylamino)methyl]phenyl}carbamic acid ethyl ester C(C)OC(NC1=C(C=C(C=C1)CNC1=CC(=C(C=C1)F)C(F)(F)F)N)=O